CC1=C(C=CC=C1)[P](C1=C(C=CC=C1)C)=O Bis(2-methylphenyl)phosphorus oxide